diethyl butylmalonate C(CCC)C(C(=O)OCC)C(=O)OCC